8-Fluoro-7-(4-methoxypyridin-3-yl)isoquinolin-1-amine FC=1C(=CC=C2C=CN=C(C12)N)C=1C=NC=CC1OC